O.[Te]=O.[Mo+4].[NH4+] ammonium molybdenum tellurium oxide hydrate